C(C)(C)(C)NC(CN1CC2(C1)CCC(CC2)C(=O)O)=O 2-(2-(tert-butylamino)-2-oxoethyl)-2-azaspiro[3.5]nonane-7-carboxylic acid